Cl.NC1=CN(C2=C1C(N(C=C2F)CC)=O)C 3-Amino-5-ethyl-7-fluoro-1-methyl-1H-pyrrolo[3,2-c]pyridin-4(5H)-one hydrochloride